C1=NC=C(C2=CC=CC=C12)N1C(N(C[C@@H]1C#N)C1=NC=C(C=N1)C(F)(F)F)=O |r| racemic-3-(isoquinolin-4-yl)-2-oxo-1-(5-(trifluoromethyl)pyrimidin-2-yl)imidazolidine-4-carbonitrile